9-Cyclopropyl-7-(4-methoxyphenyl)-2-(2-nitrophenyl)-6-oxo-2,3,4,6-tetrahydropyrido[2,1-b][1,3]thiazine-4-carboxylic acid C1(CC1)C=1C=C(C(N2C1SC(CC2C(=O)O)C2=C(C=CC=C2)[N+](=O)[O-])=O)C2=CC=C(C=C2)OC